5,5-Dimethyl-L-norleucine CC(CC[C@H](N)C(=O)O)(C)C